C(CCCCC(=O)O)(=O)O.C(CCCC)(O)O.C(CCCC)(O)O.C(CCCC)(O)O.C(CCCC)(O)O tetra-pentanediol adipate